CN1N=CC2=C1C=1N(CCC2)N=C2C1CN(CC2)C(=O)OC(C)(C)C tert-Butyl 1-methyl-4,5,6,9,10,12-hexahydropyrazolo[3,4-c]pyrido[4',3':3,4]-pyrazolo[1,5-a]azepine-11(1H)-carboxylate